CN1CN(C=C1)CC1=CC(=CC=C1)C 1-methyl-3-(3-methylbenzyl)imidazole